COC(C(=C)C1=CC=C(C=C1)O)=O 2-(4-hydroxyphenyl)acrylic acid methyl ester